ClC=1C=C(C=CC1F)NC(OC1=CC=CC=C1)=O phenyl N-(3-chloro-4-fluorophenyl)carbamate